O1CC(C1)OC1=CN=CC=2N=C(N=C(C21)N2CCC1(CCNC1)CC2)C2=CC=NC=C2 5-(Oxetan-3-yloxy)-2-(pyridin-4-yl)-4-(2,8-diazaspiro[4.5]decan-8-yl)pyrido[3,4-d]pyrimidine